2-{2-(4-chloro-phenyl)-Naphthalen-7-yl}benzothiophene ClC1=CC=C(C=C1)C1=CC2=CC(=CC=C2C=C1)C=1SC2=C(C1)C=CC=C2